CC(=CCC=1C(=C(C(=O)N2[C@H](CCC2)C(=O)OC)C(=CC1O)CCCCC)O)CCC=C(C)C methyl (3-(3,7-dimethylocta-2,6-dien-1-yl)-2,4-dihydroxy-6-pentylbenzoyl)-D-prolinate